OC[C@H](C1=CC=C(C=C1)OC)NC(OC(C)(C)C)=O tert-butyl (S)-(2-hydroxy-1-(4-methoxyphenyl)ethyl)carbamate